BrC1=C(N)C=C(C(=C1OC)C)OC C2-bromo-3,5-dimethoxy-4-methylaniline